tetranitrophthalonitrile [N+](=O)([O-])C=1C(=C(C(=C(C1C#N)C#N)[N+](=O)[O-])[N+](=O)[O-])[N+](=O)[O-]